(1r,5s,6r)-N-tert-butyl-N-methyl-3-[5-(propan-2-yl)-1H-pyrazole-3-carbonyl]-3-azabicyclo[3.1.0]hexane-6-carboxamide C(C)(C)(C)N(C(=O)C1[C@H]2CN(C[C@@H]12)C(=O)C1=NNC(=C1)C(C)C)C